Methylenedioxy-beta-nitrostyrene C1OC(=C(C2=CC=CC=C2)O1)[N+](=O)[O-]